ClC=1C=C2C(=CNC2=CC1)S(=O)(=O)C1=CC(=C(C=C1)OC)N1CCNCC1 5-chloro-3-((4-methoxy-3-(piperazin-1-yl)phenyl)sulfonyl)-1H-indole